C1(=CC=CC=C1)CCCCN1N=NC(=C1)CN1N=NN=C1 1-((1-(4-phenylbutyl)-1H-1,2,3-triazol-4-yl)methyl)-1H-tetrazole